3-((2-((tert-butoxycarbonyl)amino)ethyl)thio)picolinic acid methyl ester COC(C1=NC=CC=C1SCCNC(=O)OC(C)(C)C)=O